[Na+].[Na+].[Na+].COC=1C=C(C=2C=CC3=C(C=C(C=4C=CC1C2C43)S(=O)(=O)[O-])S(=O)(=O)[O-])S(=O)(=O)[O-] 8-methoxypyrene-1,3,6-trisulphonate trisodium salt